5-(2-(tert-butylamino)-1,1-difluoro-2-oxoethyl)-1-ethyl-N-(4-fluoro-3-methylphenyl)-1H-pyrrole-3-carboxamide C(C)(C)(C)NC(C(F)(F)C1=CC(=CN1CC)C(=O)NC1=CC(=C(C=C1)F)C)=O